FC(C1=CC=C(S1)C1=CN=C2N1N=C(C=C2)NC2CCN(CCC2)C(=O)[O-])(F)F 4-[[3-[5-(trifluoromethyl)-2-thienyl] Imidazo[1,2-b]pyridazin-6-yl]amino]azepan-1-carboxylate